ClC1=C(C=C(C=C1)C1=NN(C(=N1)CC(=O)N[C@H]1CCC2=CC=CC=C12)C)OC(C)C 2-[3-(4-Chloro-3-isopropyloxyphenyl)-1-methyl-1H-1,2,4-triazol-5-yl]-N-[(1S)-2,3-dihydro-1H-inden-1-yl]acetamide